O=C[C@H](O)[C@@H](O)[C@H](O)[C@H](O)CO.[Na] sodium D-glucose